triphenylamine trimellitate C(C=1C(C(=O)O)=CC(C(=O)O)=CC1)(=O)O.C1(=CC=CC=C1)N(C1=CC=CC=C1)C1=CC=CC=C1